1-methyl-2-(3-phenyl-4-(4-sulfamoylbenzyl)-1H-pyrazol-1-yl)-1H-imidazole-5-carboxylic acid CN1C(=NC=C1C(=O)O)N1N=C(C(=C1)CC1=CC=C(C=C1)S(N)(=O)=O)C1=CC=CC=C1